NC1=C(C=C(C=C1)F)C#CCN(C(OC(C)(C)C)=O)C1=NC(=CC=C1[N+](=O)[O-])OC tert-Butyl (3-(2-amino-5-fluorophenyl)prop-2-yn-1-yl)(6-methoxy-3-nitropyridin-2-yl)carbamate